CC1=CC=CC2=C1N=C(S2)NC2=NC=1N(C3=CC(=CC=C23)[N+](=O)[O-])C=NN1 methyl-N-(8-nitro-[1,2,4]triazolo[4,3-a]quinazolin-5-yl)benzo[d]thiazol-2-amine